O[C@@H]1CC2=CC[C@H]3[C@@H]4CC[C@](C(C)=O)([C@]4(CC[C@@H]3[C@]2(CC1)C)C)O 3β,17-dihydroxy-5-pregnen-20-one